BrC=1C=C(C=CC1)C(C(=O)N(CC)CC)=C.CN(CC(=O)O)C1=CC=C(C=C1)Br methyl-(4-bromophenyl)glycine (3-bromophenyl)-N,N-diethylacrylamide